FC(C1=CC=C(C=C1)CN1C(NC=2N=CNC2C1=O)=O)(F)F ([4-(trifluoromethyl)phenyl]methyl)-2,3,6,7-tetrahydro-1H-purine-2,6-dione